4-((4-((2-Cyclopropyl-4-phenylthiazol-5-yl)oxy)pyridin-2-yl)amino)benzoic acid C1(CC1)C=1SC(=C(N1)C1=CC=CC=C1)OC1=CC(=NC=C1)NC1=CC=C(C(=O)O)C=C1